3-(dimethylamino)-1-(2-fluoro-6-((4-methoxybenzyl)oxy)phenyl)prop-2-en-1-one CN(C=CC(=O)C1=C(C=CC=C1OCC1=CC=C(C=C1)OC)F)C